(6-((2-((2-ethoxy-5-(trifluoromethyl)phenyl)amino)-7H-pyrrolo[2,3-d]pyrimidin-4-yl)amino)quinoxaline-5-yl)dimethylphosphine oxide C(C)OC1=C(C=C(C=C1)C(F)(F)F)NC=1N=C(C2=C(N1)NC=C2)NC=2C(=C1N=CC=NC1=CC2)P(C)(C)=O